C(C)(C)[C@@H](C(OCC1=CC=CC=C1)=O)OCC(CO[Si](C(C)(C)C)(C)C)N1CCN(CC1)C(=O)OC(C)(C)C tert-butyl 4-((4S)-4-isopropyl-10,10,11,11-tetramethyl-3-oxo-1-phenyl-2,5,9-trioxa-10-siladodecan-7-yl)piperazine-1-carboxylate